N1=C(NC2=NC=CC=C21)N[C@@H]2C[C@H](CC2)NC2=CC=C(C=N2)N2C(C=CC(=C2)C=2C=NC(=NC2)C)=O 6'-(((1S,3S)-3-((3H-Imidazo[4,5-b]pyridin-2-yl)amino)cyclopentyl)amino)-5-(2-methylpyrimidin-5-yl)-2H-[1,3'-bipyridin]-2-one